(4-methylpiperazine-1-yl)methylethoxydimethylsilane CN1CCN(CC1)C[Si](C)(C)OCC